C(C)C1=CC=C(C=N1)C1=NN2C(OCC(C2)CO)=C1C(=O)O 2-(6-Ethylpyridin-3-yl)-6-(hydroxymethyl)-6,7-dihydro-5H-pyrazolo[5,1-b][1,3]oxazine-3-carboxylic acid